3-methyl-1-oxobutan-2-ylcarbamic acid tert-butyl ester C(C)(C)(C)OC(NC(C=O)C(C)C)=O